C(C(=C)C)(=O)OCSC=1SC(=NN1)SCCCCCC 2-methacryloxymethylthio-5-n-hexylthio-1,3,4-thiadiazole